monoethoxytris(ethoxyacetoacetyl)zirconium C(C)O[Zr](C(CC(=O)COCC)=O)(C(CC(=O)COCC)=O)C(CC(=O)COCC)=O